OC1=CC=C(C=C1)C(C1=CC=C(C=C1)C(C1=CC=C(C=C1)O)C1=CC=C(C=C1)O)C1=CC=C(C=C1)O 1,4-bis[bis(4-hydroxyphenyl)methyl]benzene